C(C)(C)OC(=O)OC[C@@H]1[C@H]([C@@H]([C@H]([C@@H](O1)OC1=NN(C(=C1CC1=CC=C(C=C1)OC(C)C)C)C(C)C)O)O)O 3-(6-O-isopropoxycarbonyl-β-D-glucopyranosyloxy)-4-[(4-isopropoxyphenyl)-methyl]-1-isopropyl-5-methylpyrazole